FC=1C=C(C(NC1)=O)[C@H](COC)C=1C=CC2=C(N=C(O2)[C@@H](NC(=O)C2=CC=NN2C)C2CCC(CC2)F)C1 N-((S)-(5-((R)-1-(5-fluoro-2-oxo-1,2-dihydropyridin-3-yl)-2-methoxyethyl)benzo-[d]oxazol-2-yl)((1r,4S)-4-fluorocyclohexyl)methyl)-1-methyl-1H-pyrazole-5-carboxamide